4-(1-methyl-1H-imidazol-5-yl)-3,6-dihydropyridine-1(2H)-carboxylic acid tert-butyl ester C(C)(C)(C)OC(=O)N1CCC(=CC1)C1=CN=CN1C